[(7S)-9-(2,6-difluorophenyl)-7-methyl-13,16-dioxa-18-thia-2,3,5,8-tetrazatetracyclo[8.8.0.02,6.011,17]octadeca-1(10),3,5,8,11(17)-pentaen-4-yl]-(3-ethoxyazetidin-1-yl)methanone FC1=C(C(=CC=C1)F)C1=N[C@H](C2=NC(=NN2C=2SC=3OCCOCC3C12)C(=O)N1CC(C1)OCC)C